C(C)C1(CC2=CC=CC=C2C1)C1=CN=CN1C 5-(2-Ethylindan-2-yl)-1-methyl-1H-imidazole